ClC1=C(C=C)C=CC=C1 (Z)-2-chloro-styrene